NC=1N=C(SC1CC1=CC=C(C=C1)N1CCOCC1)NC1=CC=C(C=C1)F [4-amino-2-(4-fluoroanilino)thiazol-5-yl]-(4-morpholinophenyl)methan